C(C1=CC=CC=C1)C1CCN(CC1)C(=O)C=1C=C(C2=C(NC(CO2)=O)C1)F 6-(4-benzylpiperidine-1-carbonyl)-8-fluoro-4H-1,4-benzoxazin-3-one